C(C)C=1C(=C2C=NNC2=C(C1F)N(C)CC)C=1C=CC=2N(N1)C=C(N2)NC(=O)C2C(C2)F N-(6-(5-ethyl-7-(ethyl(methyl)amino)-6-fluoro-1H-indazol-4-yl)imidazo[1,2-b]pyridazin-2-yl)-2-fluorocyclopropane-1-carboxamide